[Br-].NC(C)C=1NC=C[N+]1C 1-aminoethyl-3-methylimidazolium bromide salt